P(=O)(O)(O)OC[C@@H]1[C@H]([C@H]([C@@H](O1)N1C(=O)NC(=O)C=C1C(=O)O)O)O 5'-phosphoorotidine